2,3,4,7-tetrahydro-[1H]azepine N1CCCC=CC1